[N+](=O)([O-])C1=CC=C(C=C1)N1CC2(COC2)C1 6-(4-Nitrophenyl)-2-oxa-6-azaspiro[3.3]heptane